2-Hexyl-2-cyclopenten C(CCCCC)C=1CCCC1